(4-methoxyphenyl)(7-methyl-2-(5-(trifluoromethyl)-1,2,4-oxadiazol-3-yl)-4,7-dihydrothieno[2,3-c]pyridin-6(5H)-yl)methanone COC1=CC=C(C=C1)C(=O)N1C(C2=C(CC1)C=C(S2)C2=NOC(=N2)C(F)(F)F)C